FC(C(C)(C)C1=NNC(=N1)CNC(=O)[C@@H]1[C@H](C1)C1=CC=C(C=C1)C1=CC=C(C=C1)C=1C=NN(C1)CC(=O)OC(C)(C)C)(F)F tert-butyl 2-[4-[4-[4-[(1S,2S)-2-[[3-(2,2,2-trifluoro-1,1-dimethyl-ethyl)-1H-1,2,4-triazol-5-yl]methylcarbamoyl]cyclopropyl]phenyl]phenyl]pyrazol-1-yl]acetate